FC1=C(CN(C2CCC(CC2)NS(=O)(=O)C=2C=NC(=CC2)N2CCC3(CCOC3)CC2)C)C=C(C=C1)F N-((1r,4r)-4-((2,5-Difluorobenzyl)(methyl)amino)cyclohexyl)-6-(2-oxa-8-azaspiro[4.5]decan-8-yl)pyridine-3-sulfonamide